6-N-[(1-aminocyclopropyl)methyl]-1-methyl-4-N-(4-prop-2-yloxyphenyl)pyrazolo[3,4-d]pyrimidine-4,6-diamine NC1(CC1)CNC1=NC(=C2C(=N1)N(N=C2)C)NC2=CC=C(C=C2)OC(C)C